ClC1=CC=C2C(=CN(C2=C1)S(=O)(=O)C1=CC=CC=C1)S(=O)(=O)N(COC)C=1C(=NC(=C(C1)F)Cl)OC 6-chloro-N-(6-chloro-5-fluoro-2-methoxypyridin-3-yl)-N-(methoxymethyl)-1-(phenylsulfonyl)-1H-indole-3-sulfonamide